(5-carbamoyl-1-methyl-1H-benzo[d]imidazol-2-yl)-4-chlorobenzo[b]thiophene-2-carboxylic acid ethyl ester C(C)OC(=O)C1=C(C2=C(S1)C=CC=C2Cl)C2=NC1=C(N2C)C=CC(=C1)C(N)=O